C(=CC)N1CC(CC1)C=1C=CC(=C2C(=NC=NC12)N)C1=CC=C(C(=O)NC2=NC=CC=C2)C=C1 4-(8-(1-propenylpyrrolidin-3-yl)-4-aminoquinazolin-5-yl)-N-(pyridin-2-yl)benzamide